N-hydroxy-3-(4-iodophenyl)acrylamide ONC(C=CC1=CC=C(C=C1)I)=O